CC1=CC=C(C=C1)S(=O)(=O)CC(C)=O Para-toluenesulfonyl-acetone